methyl 3-((4-(((2R,4S)-4-methoxy-1-methylpyrrolidin-2-yl)methoxy)phenyl)amino)-5-methyl-6-(1-methyl-1H-benzo[d]imidazol-4-yl)pyrazine-2-carboxylate CO[C@H]1C[C@@H](N(C1)C)COC1=CC=C(C=C1)NC=1C(=NC(=C(N1)C)C1=CC=CC=2N(C=NC21)C)C(=O)OC